4-(2-chlorophenyl)-7-(4-methyl-1,3-thiazol-5-yl)-2-(2-(2-propenoyl)-2,6-diazaspiro[3.4]octan-6-yl)-5,6,7,8-tetrahydro-1,7-naphthyridine-3-carbonitrile ClC1=C(C=CC=C1)C1=C(C(=NC=2CN(CCC12)C1=C(N=CS1)C)N1CC2(CN(C2)C(C=C)=O)CC1)C#N